1-{2-[(Z,12Z)-octadecane-9,12-dien-1-yloxy]-1-[(octyloxy)methyl]ethyl}pyrrolidine C(CCCCCCC\C=C/C\C=C/CCCCC)OCC(COCCCCCCCC)N1CCCC1